ClC=1C=C(C=CC1)C=1SC(=CN1)CNC1=C2C(N(C(C2=CC=C1)=O)C1C(NC(CC1)=O)=O)=O 4-(((2-(3-Chlorophenyl)thiazol-5-yl)methyl)amino)-2-(2,6-Dioxopiperidin-3-yl)isoindolin-1,3-dione